2,3-dichloro-6-chlorosulfonyl-quinoxaline ClC1=NC2=CC=C(C=C2N=C1Cl)S(=O)(=O)Cl